BI(cyclopropane)-2,2',3,3'-tetracarboxylic acid C1(C(C1C(=O)O)C(=O)O)C1C(C1C(=O)O)C(=O)O